CSCCCCCC(=NO)S[C@H]1[C@@H]([C@H]([C@@H]([C@H](O1)CO)O)O)O The molecule is an omega-(methylsulfany)alkyl desulfoglucosinolate in which the omega-(methylsulfany)alkyl group is specified as 5-(methylsulfanyl)pentyl. It has a role as an Arabidopsis thaliana metabolite.